CC(C)=CC(CCCC)O (E)-(2-methyl-2-Octen-4-ol)